2-naphthyloxyphenol C1=C(C=CC2=CC=CC=C12)OC1=C(C=CC=C1)O